5-(3-benzhydryl-3,6-diazabicyclo[3.1.1]heptane-6-yl)-2-(2,6-dioxopiperidin-3-yl)isoindoline-1,3-dione C(C1=CC=CC=C1)(C1=CC=CC=C1)N1CC2N(C(C1)C2)C=2C=C1C(N(C(C1=CC2)=O)C2C(NC(CC2)=O)=O)=O